FC=1C(=NC=C(C1I)F)N(S(=O)(=O)CCCF)COCC[Si](C)(C)C N-(3,5-difluoro-4-iodopyridin-2-yl)-3-fluoro-N-((2-(trimethylsilyl)ethoxy)methyl)propane-1-sulfonamide